CO[Si](OC)(OC)C(CN)(N(CCC)CCCC)[Si](OC)(OC)OC bis(trimethoxysilyl)-N-butyl-N-propylethane-1,2-diamine